(E)-N'-(5-(aminomethyl)-2-fluorobenzylidene)-6-(6-ethoxypyridin-3-yl)pyrazine-2-carbohydrazide NCC=1C=CC(=C(\C=N\NC(=O)C2=NC(=CN=C2)C=2C=NC(=CC2)OCC)C1)F